N1=CN=C(C2=CC=CC=C12)N[C@H](CO)C (S)-2-((quinazolin-4-yl)amino)propanol